methyl 3-(2-chloroacetamido)-2-hydroxypropionate ClCC(=O)NCC(C(=O)OC)O